C(C1=CC=CC=C1)OC=1C=NC(=NC1)N1CCC(CC1)O 1-(5-benzyloxypyrimidine-2-yl)piperidine-4-ol